3,3-dimethylpiperazin-2-one CC1(C(NCCN1)=O)C